C(C)N1C(=NN=C1)S 4-ethyl-4H-1,2,4-triazole-3-thiol